(2RS,3SR)-2-(2,4-difluorophenyl)-3-pyrimidin-4-yl-1-(1H-1,2,4-triazol-1-yl)butan-2-ol FC1=C(C=CC(=C1)F)[C@@](CN1N=CN=C1)([C@@H](C)C1=NC=NC=C1)O |r|